FC=1C=C(C=C(C1)F)[C@H]1N(OCC1)C(=O)C1CC(CC1)COC1=CC(=NC=N1)C(=O)N 6-[[3-[(3S)-3-(3,5-difluorophenyl)isoxazolidine-2-carbonyl]cyclopentyl]methoxy]pyrimidine-4-carboxamide